((2S,4S)-4-(8-chloro-7-(6-chloro-5-methyl-1H-indazol-4-yl)-4-(3-(dimethylamino)-3-methylazetidin-1-yl)-6-fluoro-1H-pyrazolo[4,3-c]quinolin-1-yl)piperidin-2-yl)acetonitrile ClC1=CC=2C3=C(C(=NC2C(=C1C1=C2C=NNC2=CC(=C1C)Cl)F)N1CC(C1)(C)N(C)C)C=NN3[C@@H]3C[C@H](NCC3)CC#N